rac-5-{2-[(2R,5S)-2-(3,5-dimethoxyphenyl)-5-methylpiperidin-1-Yl]-2-oxoacetamido}Pyridine-3-carboxamide COC=1C=C(C=C(C1)OC)[C@@H]1N(C[C@H](CC1)C)C(C(=O)NC=1C=C(C=NC1)C(=O)N)=O |r|